(3R)-3-[8-[4-(methylamino)-1-piperidyl]-2,3-dihydro-1,4-benzoxazin-4-yl]piperidine-2,6-dione CNC1CCN(CC1)C1=CC=CC=2N(CCOC21)[C@H]2C(NC(CC2)=O)=O